ClCC(=O)N1C2=C(OC[C@@H]1C)N=C(C(=C2)CC2=CC=C(C=C2)F)NC(C(C)C)=O (S)-N-(1-(2-chloroacetyl)-7-(4-fluorobenzyl)-2-methyl-2,3-dihydro-1H-pyrido[2,3-b][1,4]oxazin-6-yl)isobutyramide